FC1(CCCC=2C=NC(=NC12)S(=O)(=O)C)F 8,8-difluoro-2-(methylsulfonyl)-5,6,7,8-tetrahydroquinazoline